(trifluoromethoxy)pyridine C1=CC=NC(=C1)OC(F)(F)F